(6-bromopyrazin-2-yl)(3,4-dihydro-quinolin-1(2H)-yl)methanone BrC1=CN=CC(=N1)C(=O)N1CCCC2=CC=CC=C12